FC(S(=O)(=O)OC1=C(C(N(C=2N(C(N(C(C21)=O)C2CC2)=O)C2=C(C=C(C=C2)I)F)C)=O)C)(F)F 3-cyclopropyl-1-(2-fluoro-4-iodophenyl)-6,8-dimethyl-2,4,7-trioxo-1,2,3,4,7,8-hexahydropyrido[2,3-d]pyrimidin-5-yl trifluoromethanesulfonate